(4-(anthracene-9-yl)phenyl)diphenyl-phosphine oxide C1=CC=CC2=CC3=CC=CC=C3C(=C12)C1=CC=C(C=C1)P(C1=CC=CC=C1)(C1=CC=CC=C1)=O